(R)-4-(4-chloro-3-chlorophenyl)-2-isopropylmorpholine ClC1=C(C=C(C=C1)N1C[C@H](OCC1)C(C)C)Cl